C1(CC1)S(=O)(=O)C=1C=C(OC[C@H](CN[C@H]2COC3(C2)CCN(CC3)S(=O)(=O)C3=CC=2OCCN(C2N=C3)C)O)C=CC1 (s)-1-(3-(cyclopropylsulfonyl)phenoxy)-3-((R)-8-(4-methyl-3,4-dihydro-2H-pyrido[3,2-b][1,4]oxazin-7-ylsulfonyl)-1-oxa-8-azaspiro[4.5]decan-3-ylamino)propan-2-ol